(1r,2r)-2-(3-isopropyl-2-(2-methylpyridin-4-yl)-1H-indol-5-yl)-N-(quinuclidin-2-yl)cyclopropane-1-carboxamide C(C)(C)C1=C(NC2=CC=C(C=C12)[C@H]1[C@@H](C1)C(=O)NC1N2CCC(C1)CC2)C2=CC(=NC=C2)C